(1r,4R)-4',5'-dichloro-4-(3-chloroanilino)-2'-[(2R)-2-methyl-3-{[(5R)-5-methyl-5,6,7,8-tetrahydroquinolin-4-yl]oxy}propyl]spiro[cyclohexane-1,1'-indene]-4-carboxylic acid ClC1=C2C=C(C3(C2=CC=C1Cl)CCC(CC3)(C(=O)O)NC3=CC(=CC=C3)Cl)C[C@H](COC3=CC=NC=1CCC[C@H](C31)C)C